C(C)(C)(C)[Si](C=1C(=CC(=NC1)NCC=1N=NN(C1)CC(=O)O)OC)(F)C(C)(C)C [4-({5-[di(tert-butyl)(fluoro)silyl]-4-methoxy-2-pyridylamino}methyl)-1H-1,2,3-triazol-1-yl]acetic acid